ClC=1C=C(C=CC1)C=CC(=O)C1=CC=C(C=C1)S(=O)(=O)NCCC(=O)O 3-[[4-[3-(3-Chlorophenyl)prop-2-enoyl]phenyl]sulfonylamino]propanoic acid